NC1=CC(=C(C=N1)N1C=C(C(C2=CC(=C(C=C12)N1CC2=NC=CC=C2C1)C#N)=O)C(=O)O)C 1-(6-amino-4-methylpyridin-3-yl)-6-cyano-7-(5,7-dihydro-6H-pyrrolo[3,4-b]pyridin-6-yl)-4-oxo-1,4-dihydroquinoline-3-carboxylic acid